dihydroxy-5-(3-hydroxy-5-methylphenoxy)benzoic acid OC=1C(=C(C(=O)O)C=C(C1)OC1=CC(=CC(=C1)C)O)O